COC=1C=C(\C=N\NC(=O)C2=NC(=CN=C2)N2CCOCC2)C=C(C1)OC (E)-N'-(3,5-dimethoxybenzylidene)-6-morpholinopyrazine-2-carbohydrazide